6,7-dimethoxy-4-phenyl-2-(4-(pyridin-3-yl)-1H-pyrazol-1-yl)quinazoline COC=1C=C2C(=NC(=NC2=CC1OC)N1N=CC(=C1)C=1C=NC=CC1)C1=CC=CC=C1